Nonoyloxyphenol C(CCCCCCCC)(=O)OC1=C(C=CC=C1)O